FC1=C(C(=C(C=C1OC)OC)F)N1C(N(C2=C(C1)C=NC(=C2)C=2C(=NN(C2)C)C)C2=C(C=CC=C2)F)=O 3-(2,6-difluoro-3,5-dimethoxyphenyl)-7-(1,3-dimethyl-1H-pyrazol-4-yl)-1-(2-fluorophenyl)-3,4-dihydropyrido[4,3-d]pyrimidin-2(1H)-one